C(C(C)(C)C)(=O)OC1CN(CC=C1)CC1=CSC=C1 1-(thiophen-3-ylmethyl)-1,2,3,6-tetrahydropyridin-3-yl pivalate